CN1C=CC2=CC=C(C=C12)C=1C=C(C=C2N=CC=NC12)NC=1CN(C=CC1)CC1CN(CCO1)C 3-{[8-(1-methyl-1H-indol-6-yl)quinoxalin-6-yl]amino}-N-[(4-methylmorpholin-2-yl)methyl]pyridine